OC(C)C1=C2C=C(C(=NC2=CC(=C1)C)C#N)C=1C=NC(=CC1)C1(COC1)OC 5-(1-hydroxyethyl)-3-(6-(3-methoxyoxetan-3-yl)pyridin-3-yl)-7-methylquinoline-2-carbonitrile